N-(pyridin-3-yl)methanesulfonamide N1=CC(=CC=C1)NS(=O)(=O)C